FC1(CCN(CC1)C1=CC=C(C=N1)S(=O)(=O)N1CCC(CC1)N(C)CC1=C(C=CC=C1)F)F ((6-(4,4-Difluoropiperidin-1-yl)pyridin-3-yl)sulfonyl)-N-(2-fluorobenzyl)-N-methylpiperidin-4-amine